8-methyl-N-[(2R/S)-tetrahydrofuran-2-ylmethyl]-4,5-dihydro-2H-furo[2,3-g]indazole-7-carboxamide CC1=C(OC=2CCC3=CNN=C3C21)C(=O)NC[C@@H]2OCCC2 |r|